2-(2-bromo-ethyl)-2,3-dihydro-1H-isoindole-1,3-dione BrCCN1C(C2=CC=CC=C2C1=O)=O